C(C1=CC=CC=C1)OC1=CC=C2C3=C(NC2=C1)N=CC(=C3)F 7-benzyloxy-3-fluoro-9H-pyrido[2,3-b]indole